Ethyl (Z)-non-3-enoate C(C\C=C/CCCCC)(=O)OCC